3-((5-(5-(difluoromethyl)-1,3,4-oxadiazole-2-yl)pyridine-2-yl)methyl)-1-((1-methylpiperidine-4-yl)methyl)quinazoline-2,4(1H,3H)-dione FC(C1=NN=C(O1)C=1C=CC(=NC1)CN1C(N(C2=CC=CC=C2C1=O)CC1CCN(CC1)C)=O)F